C(C)OC(CN1CCC(CC1)OCC1CCN(CC1)C1=CC(=C(C=C1)[N+](=O)[O-])F)=O 2-(4-((1-(3-fluoro-4-nitrophenyl)piperidin-4-yl)methoxy)piperidin-1-yl)acetic acid ethyl ester